CC(C)C1=CC=C(C=C1)NC(=O)N The molecule is a member of the class of phenylureas that is urea substituted by a p-cumenyl group at position 1. It is a metabolite of the herbicide isoproturon. It has a role as a marine xenobiotic metabolite.